Phenyl 4-(1-acetyl-4-{4-[(1S)-1-{[7-oxo-8-(propan-2-yl)-7,8-dihydropyrido[2,3-d]pyrimidin-2-yl]amino}ethyl]phenyl} piperidin-4-yl)piperazine-1-carboxylate C(C)(=O)N1CCC(CC1)(C1=CC=C(C=C1)[C@H](C)NC=1N=CC2=C(N1)N(C(C=C2)=O)C(C)C)N2CCN(CC2)C(=O)OC2=CC=CC=C2